BrC1=C(C=CC=C1)C=1OC(=C(N1)C(=O)O)C1=CNC2=CC=CC=C12 2-(2-bromophenyl)-5-(1H-indol-3-yl)oxazole-4-carboxylic acid